ClC1=C(C=C(N=N1)N[C@H]1CN(CCC1)C(C)C)C (R)-6-chloro-N-(1-isopropylpiperidin-3-yl)-5-methylpyridazin-3-amine